C1C=CN(C=C1C(=O)N)C2C(C(C(O2)COP(=O)([O-])OP(=O)([O-])OCC3C(C(C(O3)N4C=NC5=C(N=CN=C54)N)OP(=O)([O-])[O-])O)O)O.[Na+].[Na+].[Na+].[Na+] tetrasodium